N1(N=CN=C1)C(=N)N 1,2,4-triazole-1-formamidine